6-(8-chloro-4-((5-(methylthio)pyridin-3-yl)methyl)-5,6-dihydro-4H-[1,4]oxazepino[5,6,7-de]quinazolin-9-yl)-N,N-bis(4-methoxybenzyl)-4-methyl-5-(trifluoromethyl)pyridin-2-amine ClC1=C2C=3C(=NC=NC3C=C1C1=C(C(=CC(=N1)N(CC1=CC=C(C=C1)OC)CC1=CC=C(C=C1)OC)C)C(F)(F)F)N(CCO2)CC=2C=NC=C(C2)SC